OC(=O)C(F)(F)F.[C@@H]12[C@H](C[C@H](CC1)C2)NC2=NC=CC(=N2)C2=CC=1C(N=C2)=NN(C1C(C)C)C N-((1R,2S,4R)-bicyclo[2.2.1]hept-2-yl)-4-(3-isopropyl-2-methyl-2H-pyrazolo[3,4-b]pyridin-5-yl)pyrimidin-2-amine TFA salt